7-bromo-4-fluoro-2-(trichloromethyl)-1H-benzo[d]imidazole BrC1=CC=C(C2=C1NC(=N2)C(Cl)(Cl)Cl)F